S1C(=NC2=C1C=CC=C2)NC2=C(C=C(N=N2)C(=O)C=2SC(=C(N2)C(=O)O)CCCOC2=C(C=C(C=C2)C#CCN(C)C)F)C 2-(6-(benzo[d]thiazol-2-ylamino)-5-methylpyridazine-3-carbonyl)-5-(3-(4-(3-(dimethylamino)prop-1-yn-1-yl)-2-fluorophenoxy)propyl)thiazole-4-carboxylic acid